threonyl-histidine N[C@@H]([C@H](O)C)C(=O)N[C@@H](CC1=CNC=N1)C(=O)O